tert-butyl 4-(1,2,3,4-tetrahydroisoquinolin-5-ylmethyl)piperidine-1-carboxylate C1NCCC2=C(C=CC=C12)CC1CCN(CC1)C(=O)OC(C)(C)C